C(CCCCCCCC\C=C/CCC)(=O)[O-] (Z)-10-tetradecenoate